NC1=CC=CC2=CC=CC=C12 1-Aminonaphthalene